NC=1C=C2C(=C(NC2=C(C1C(=O)C1=C(C=CC(=C1)F)Cl)Br)C)F (5-amino-7-bromo-3-fluoro-2-methylindol-6-yl)(2-chloro-5-fluorophenyl)methanone